(S)-(1'-(5-bromo-4-cyano-6-methylpyrimidin-2-yl)-5,7-dihydrospiro[cyclopent[b]pyridin-6,4'-piperidin]-5-yl)carbamic acid tert-butyl ester C(C)(C)(C)OC(N[C@@H]1C=2C(=NC=CC2)CC12CCN(CC2)C2=NC(=C(C(=N2)C#N)Br)C)=O